4-(difluoromethyl)benzyl (2,5-dioxopyrrolidin-1-yl) carbonate C(OCC1=CC=C(C=C1)C(F)F)(ON1C(CCC1=O)=O)=O